C(C1=CC=CC=C1)OC=1C(=NN(C1C=1SC(=C(N1)C1=NC(=CC2=C1C=NN2C)C(=O)NCC2=C(C=C(C=C2)OC)OC)/C=N/S(=O)C(C)(C)C)CC)C (E)-4-(2-(4-(benzyloxy)-1-ethyl-3-methyl-1H-pyrazol-5-yl)-5-(((tert-butylsulfinyl)imino)methyl)thiazol-4-yl)-N-(2,4-dimethoxybenzyl)-1-methyl-1H-pyrazolo[4,3-c]pyridine-6-carboxamide